tert-butyl N-[1-[(5-bromo-2-chloro-phenyl)methyl]-2-[4-(3-methyltriazol-4-yl)anilino]-2-oxo-ethyl]carbamate BrC=1C=CC(=C(C1)CC(C(=O)NC1=CC=C(C=C1)C=1N(N=NC1)C)NC(OC(C)(C)C)=O)Cl